dimethyl-phosphinoethylamine hydrochloride Cl.CN(CCP)C